[2-(cyclohexenyl)ethyl]triethoxysilane C1(=CCCCC1)CC[Si](OCC)(OCC)OCC